C(C1=CC=CC=C1)OCC(C1=CC(=CC=C1)C1CCCCC1)C1=NN=C(O1)C1CN(CC12CN(C2)C(=O)OC(C)(C)C)C(=O)OCC=C 6-allyl 2-(tert-butyl) 8-(5-(2-(benzyloxy)-1-(3-cyclohexylphenyl)ethyl)-1,3,4-oxadiazol-2-yl)-2,6-diazaspiro[3.4]octane-2,6-dicarboxylate